NC=1C2=C(N=CN1)N(C(C(=C2)C2=CC=C(C=C2)OC2=CC=CC=C2)=O)[C@@H]2CC[C@H](CC2)N2CCN(CC2)C trans-4-amino-8-(4-(4-methylpiperazin-1-yl)cyclohexyl)-6-(4-phenoxyphenyl)pyrido[2,3-d]pyrimidin-7(8H)-one